Calcium borat B([O-])([O-])[O-].[Ca+2].B([O-])([O-])[O-].[Ca+2].[Ca+2]